calcium 2-(benzyloxy)ethane-1-sulfinate C(C1=CC=CC=C1)OCCS(=O)[O-].[Ca+2].C(C1=CC=CC=C1)OCCS(=O)[O-]